NC=1C2=C(N=CN1)N(C(=C2C2=CC=C(C=C2)SC2CCCC2)C2CN(CC2)C(C=C)=O)C 1-(3-{4-amino-5-[4-(cyclopentyl-sulfanyl)phenyl]-7-methyl-7H-pyrrolo[2,3-d]pyrimidin-6-yl}pyrrolidin-1-yl)prop-2-en-1-one